BrC=1C(=C(C(=O)O)C(=C(C1)N(C1CCOCC1)CC)C)Cl 3-bromo-2-chloro-5-(ethyl(tetrahydro-2H-pyran-4-yl)amino)-6-methylbenzoic Acid